ClC=1C(N(C(=CC1OCC1=NC=C(C=C1F)F)C)C1=C(C(=NC=C1C)C1=NC(=NC=C1)C(C)(C)O)F)=O 3-chloro-4-[(3,5-difluoropyridin-2-yl)methoxy]-3'-fluoro-2'-[2-(2-hydroxypropan-2-yl)pyrimidin-4-yl]-5',6-dimethyl-[1,4'-bipyridin]-2-one